C(N)(=S)[C@H]1N(C[C@H](C1)F)C(=O)OC(C)(C)C tert-butyl (2S,4S)-2-carbamothioyl-4-fluoropyrrolidine-1-carboxylate